2-acetylhydroquinone C(C)(=O)C1=C(O)C=CC(=C1)O